IC1=CN=C2N(C1=O)C=C(C=C2C(F)(F)F)CN2C[C@H](CCC2)C 3-iodo-7-[[(3S)-3-methyl-1-piperidyl]methyl]-9-(trifluoromethyl)pyrido[1,2-a]pyrimidin-4-one